5-(3-methoxy-4-hydroxyphenyl)-2H-1,2,3-triazole-4-carbonitrile COC=1C=C(C=CC1O)C=1C(=NNN1)C#N